1-[5-(1-methylcyclohex-1-yl)-2-phenyl-2H-pyrazol-3-yl]-3-[4-(2-morpholin-4-yl-ethoxy)naphthalen-1-yl]-urea CC1(CCCCC1)C=1C=C(N(N1)C1=CC=CC=C1)NC(=O)NC1=CC=C(C2=CC=CC=C12)OCCN1CCOCC1